(2R,2'R)-3,3'-((3,6-diaminopyrazine-2,5-dicarbonyl)bis(azanediyl))bis(2-(hydroxymethyl)propanoic Acid) NC=1C(=NC(=C(N1)C(=O)NC[C@@H](C(=O)O)CO)N)C(=O)NC[C@@H](C(=O)O)CO